CN1N=C(C2=CC=C(C=C12)[C@H]1[C@H](CNCC1)OC)N1C(NC(CC1)=O)=O 1-[1-methyl-6-[(3R,4S)-3-methoxy-4-piperidinyl]indazol-3-yl]hexahydropyrimidine-2,4-dione